NC1=CC=C(\C=C/2\ON(OS2)CCCCCCC(=O)O)C=C1 (Z)-7-(5-(4-aminobenzylidene)-2,4-dioxathiazolidin-3-yl)heptanoic acid